ethoxyantimony C(C)O[Sb]